N-(1-(3,3-dimethylcyclopentyl)indolin-6-yl)methanesulfonamide CC1(CC(CC1)N1CCC2=CC=C(C=C12)NS(=O)(=O)C)C